1-cyclohexyl-5-oxopyrrolidine C1(CCCCC1)N1CCCC1=O